1-((2-((2-methoxy-4-(1-methyl-1H-pyrazol-4-yl)phenyl)amino)pyrido[3,4-d]pyrimidin-8-yl)amino)propan-2-ol COC1=C(C=CC(=C1)C=1C=NN(C1)C)NC=1N=CC2=C(N1)C(=NC=C2)NCC(C)O